BrC=1C=C(C=CC1)[C@@H](C)NC1=NC(=NC2=CC(=C(C=C12)OC)OC)CCCCCCCCN1CCCCC1 (R)-N-(1-(3-bromophenyl)ethyl)-6,7-dimethoxy-2-(8-(piperidin-1-yl)octyl)-quinazolin-4-amine